3,3'-dimethyl-2,2'-biphenol CC1=C(C(=CC=C1)O)C=1C(=CC=CC1C)O